5-Methyl-1-(1-(4-((3aR,5r,6aS)-octahydrocyclopenta[c]pyrrol-5-yl)benzyl)-1H-indol-5-yl)-1H-pyrazol-3-carboxamid CC1=CC(=NN1C=1C=C2C=CN(C2=CC1)CC1=CC=C(C=C1)C1C[C@@H]2[C@@H](CNC2)C1)C(=O)N